C1(CC1)CCS(=O)(=O)C[C@H]1C[C@H](C1)N(C=1C2=C(N=CN1)NC=C2)C N-(cis-3-{[(2-cyclopropylethyl)sulfonyl]methyl}cyclobutyl)-N-methyl-7H-pyrrolo[2,3-d]pyrimidin-4-amine